5-[5-amino-2-[(2,6-difluorophenyl)methyl]-7-(6-methylpyridin-3-yl)-[1,2,4]triazolo[1,5-c]pyrimidin-8-yl]-1-methyl-1,2-dihydropyridin-2-one NC1=NC(=C(C=2N1N=C(N2)CC2=C(C=CC=C2F)F)C=2C=CC(N(C2)C)=O)C=2C=NC(=CC2)C